C(CCC)[Si](C1=CC=CC=C1)(C1=CC=CC=C1)Cl butyl-chlorodiphenyl-silane